C(C)OC(C1=C(C(=O)O)C(C(=O)O)=C(C(=O)O)C(C(=O)O)=C1C(=O)O)=O mellitic acid ethyl ester